2-(3-Nitrophenyl)-9H-fluorene [N+](=O)([O-])C=1C=C(C=CC1)C1=CC=2CC3=CC=CC=C3C2C=C1